N2-[7-(1,4-diazacycloheptan-1-yl)-2,3-dihydrobenzofuran-5-yl]-N4,6-dimethyl-pyrimidine-2,4-diamine N1(CCNCCC1)C1=CC(=CC=2CCOC21)NC2=NC(=CC(=N2)NC)C